(S)-2-(3-(fluoro(4-methyl-4H-1,2,4-triazol-3-yl)(oxetan-3-yl)methyl)phenyl)-6-(((1-methylcyclobutyl)amino)methyl)-4-(trifluoromethyl)isoindolin-1-one F[C@](C=1C=C(C=CC1)N1C(C2=CC(=CC(=C2C1)C(F)(F)F)CNC1(CCC1)C)=O)(C1COC1)C1=NN=CN1C